tert-butyl 6'-fluoro-r-oxo-spiro[azetidine-3,2'-indane]-1-carboxylate FC1=CC=C2CC3(C(C2=C1)=O)CN(C3)C(=O)OC(C)(C)C